C1C(CC12CCNCC2)OC2=CC=C(C=C2)C=2C=1C(=CSC1N1C(=NN=C1[C@@H](N2)CC=2OC=CN2)C)CC 2-[[(9S)-7-[4-(7-azaspiro[3.5]nonan-2-yloxy)phenyl]-5-ethyl-13-methyl-3-thia-1,8,11,12-tetrazatricyclo[8.3.0.02,6]trideca-2(6),4,7,10,12-pentaen-9-yl]methyl]oxazole